N-((3R,4S)-4-((6-(2,6-dichloro-3,5-dimethoxyphenyl)-8-((R)-3-hydroxy-3-methylpyrrolidin-1-yl)pyrido[3,4-d]pyrimidin-2-yl)amino)tetrahydro-furan-3-yl)acrylamide ClC1=C(C(=C(C=C1OC)OC)Cl)C1=CC2=C(N=C(N=C2)N[C@H]2[C@H](COC2)NC(C=C)=O)C(=N1)N1C[C@](CC1)(C)O